3-(1-acryloyl-3-methylazetidin-3-yl)-1-(cyclopropylmethyl)-N-(1-methylcyclopropyl)-2,4-dioxo-1,2,3,4-tetrahydroquinazoline-6-sulfonamide C(C=C)(=O)N1CC(C1)(C)N1C(N(C2=CC=C(C=C2C1=O)S(=O)(=O)NC1(CC1)C)CC1CC1)=O